C(C)(C)(C)OC(=O)NCC1=NOC(C1)(C(=O)OCC)CC=1N=CSC1 ethyl 3-(((tert-butoxycarbonyl)amino)methyl)-5-(thiazol-4-ylmethyl)-4,5-dihydroisoxazole-5-carboxylate